P(=O)(OC1CN(CCC1)C1=NC2=C(C(=CC=C2C(=C1)N1C=NC=C1)Cl)Cl)(OC)[O-] Mono(1-(7,8-dichloro-4-(1H-imidazol-1-yl) quinolin-2-yl) piperidin-3-yl) methyl phosphate